FC1=C(CN2CCN(CC2)C2=C(N=C3C(=N2)C=NC(=C3)[C@H](C(C)(O)C)O)C=3C=NN(C3)C)C=CC(=C1)F |o1:20| Rel-(R)-1-(3-(4-(2,4-difluorobenzyl)piperazin-1-yl)-2-(1-methyl-1H-pyrazol-4-yl)pyrido[3,4-b]pyrazin-7-yl)-2-methylpropane-1,2-diol